[Br-].CN1CN(C=C1)C=C 1-methyl-3-vinylimidazole bromide salt